C1(CC1)COC1=C(C=CC=C1)B(O)O 2-(CYCLOPROPYLMETHOXY)PHENYLBORONIC ACID